(R)-N1-(4-(3,3-dimethyl-2,3-dihydro-1H-pyrrolo[3,2-b]pyridin-1-yl)pyrimidin-2-yl)-4-(2-((dimethylamino)methyl)pyrrolidin-1-yl)-6-methoxybenzene-1,3-diamine CC1(CN(C=2C1=NC=CC2)C2=NC(=NC=C2)NC2=CC(=C(C=C2OC)N2[C@H](CCC2)CN(C)C)N)C